C1(=CC=CC=C1O)C Ortho-Cresol